1-Benzyl-4-(1-(trifluoromethyl)cyclopropyl)piperazine C(C1=CC=CC=C1)N1CCN(CC1)C1(CC1)C(F)(F)F